1-((2S,5S)-5-((5-((S)-2,2-difluorocyclopropyl)-7H-pyrrolo[2,3-d]pyrimidin-4-yl)amino)-2-isopropylpiperidin-1-yl)prop-2-en-1-one FC1([C@@H](C1)C1=CNC=2N=CN=C(C21)N[C@H]2CC[C@H](N(C2)C(C=C)=O)C(C)C)F